5,5-Difluoro-2-(4-fluorophenyl)-4,5,6,7-tetrahydropyrazolo[1,5-a]pyridin FC1(CC=2N(CC1)N=C(C2)C2=CC=C(C=C2)F)F